N-methylperfluoro-1-octansulfonamide CNS(=O)(=O)C(C(C(C(C(C(C(C(F)(F)F)(F)F)(F)F)(F)F)(F)F)(F)F)(F)F)(F)F